(5-(((4,4-bis(octyloxy)butanoyl)oxy)methyl)-2-(4-(2-methylpyrrolidin-1-yl)-butyl)-1,3-dioxolan-4-yl)methyl (9Z,12Z)-octadeca-9,12-dienoate C(CCCCCCC\C=C/C\C=C/CCCCC)(=O)OCC1OC(OC1COC(CCC(OCCCCCCCC)OCCCCCCCC)=O)CCCCN1C(CCC1)C